CC1=CC=C(CC(C(=O)C2=CC=CC=C2)(CCN2CCOCC2)N(C)C)C=C1 2-(4-methylbenzyl)-2-(dimethylamino)-4-morpholinobutyrophenone